methyl 2-fluoro-5-[(1-methylcyclopropyl)sulfamoyl]benzoate FC1=C(C(=O)OC)C=C(C=C1)S(NC1(CC1)C)(=O)=O